F[C@H]1[C@]2(CC[C@@](C[C@@H]1C(=C)C1=CC=C(N=N1)C=1C=C3C=CN=CC3=CC1O)(N2)C)C 6-(6-(1-((1R,2R,3R,5S)-2-fluoro-1,5-dimethyl-8-azabicyclo[3.2.1]octan-3-yl)vinyl)pyridazin-3-yl)isoquinolin-7-ol